C(C1=CC=CC=C1)(=O)OC(C)(C)C tert-butyl (benzoate)